6-amino-4,5-dichloro-2-methyl-3(2H)-pyridazinone NC=1C(=C(C(N(N1)C)=O)Cl)Cl